FC1=C(C(=CC=C1)F)C1=NC=CC2=C1N=C(N=C2N)NC=2C=NC(=CC2)N2CCNCC2 8-(2,6-difluorophenyl)-N2-(6-(piperazin-1-yl)pyridin-3-yl)pyrido[3,4-d]pyrimidine-2,4-diamine